CC(C(=S)[O-])(CC)C.[K+] potassium 2,2-dimethylthiobutyrate